CN(C(C(=O)O)C1=C2[C@@H]([C@H](OCC2=CC(=C1)C)C)C)[C@@H]1C[C@H](CC1)OCCCCC1=NC=2NCCCC2C=C1 2-(methyl((1S,3S)-3-(4-(5,6,7,8-tetrahydro-1,8-naphthyridin-2-yl)butoxy)cyclopentyl)amino)-2-((3R,4S)-3,4,7-trimethylisochroman-5-yl)acetic acid